t-butyl 4-(4-aminophenyl)piperazine-1-carboxylate NC1=CC=C(C=C1)N1CCN(CC1)C(=O)OC(C)(C)C